FC=1C=C(C(=NC1)C#C[C@@H](C)NC(OCC1=CC=CC=C1)=O)C1N(CCC1)C1=CC=C2C(=N1)N(C=N2)S(=O)(=O)C(F)(F)F benzyl ((2R)-4-(5-fluoro-3-(1-(3-((trifluoromethyl)sulfonyl)-3H-imidazo[4,5-b]pyridin-5-yl)pyrrolidin-2-yl)pyridin-2-yl)-but-3-yn-2-yl)carbamate